2-ethoxy-carbodiimide hydrochloride Cl.CCON=C=N